(1rs,4rs)-4-(3-chlorophenyl)-1,2,3,4-tetrahydro-N-methyl-1-naphthylamine ClC=1C=C(C=CC1)[C@H]1CC[C@H](C2=CC=CC=C12)NC |r|